(R)-3-((3-(8-amino-6-methylpyrimidino[5,4-d]pyrimidin-2-yl)phenyl)ethynyl)-3-hydroxy-1-methylpyrrolidin-2-one NC1=NC(=NC2=C1N=C(N=C2)C=2C=C(C=CC2)C#C[C@]2(C(N(CC2)C)=O)O)C